N-methylimidazole-methanol CN1C(=NC=C1)CO